FC1=C(C=CC=C1C(F)(F)F)C=1C=C2C(=NC1)N(C(N2C[C@@H]2OCC2)=O)C |r| (R/S)-6-[2-Fluoro-3-(trifluoromethyl)phenyl]-3-methyl-1-(oxetan-2-ylmethyl)imidazo[4,5-b]pyridin-2-on